NN1C(NN=C1CCC1=CC2=C(OCO2)C=C1)=S 4-Amino-5-[2-(1,3-benzodioxol-5-yl)ethyl]-2,4-dihydro-3H-1,2,4-triazol-3-thion